3-(2,2-Dimethylpyrrolidin-1-yl)-N-(6-methyl-5-nitropyridin-3-yl)propanamide magnesium rutherfordium [Rf].[Mg].CC1(N(CCC1)CCC(=O)NC=1C=NC(=C(C1)[N+](=O)[O-])C)C